1-(3-(4-Hydroxyphenyl)-1,2,4-oxadiazol-5-yl)-N-(pyridin-3-ylmethyl)piperidine-4-carboxamide OC1=CC=C(C=C1)C1=NOC(=N1)N1CCC(CC1)C(=O)NCC=1C=NC=CC1